NCC(C(=O)[O-])C 3-aminoisobutyrate